tert-butyl (2-(azetidin-3-yl)propan-2-yl)carbamate N1CC(C1)C(C)(C)NC(OC(C)(C)C)=O